2-isocyanato-5-(trifluoromethyl)pyridine N(=C=O)C1=NC=C(C=C1)C(F)(F)F